O=C1N(C(C2=CC=CC=C12)=O)CC(=O)NC1=CC=CC=C1 2-(1,3-dioxoisoindol-2-yl)-N-phenylacetamide